tert-Butyl-N-((1S,2R,4R,5R)-4-((tert-butyl-dimethylsilyloxy)methyl)-6-oxa-bicyclo-[3.1.0]-hex-2-yl)-carbamate C(C)(C)(C)OC(N[C@H]1[C@@H]2O[C@@H]2[C@H](C1)CO[Si](C)(C)C(C)(C)C)=O